NC1=CC=C(OC2(CC=C(C=C2)C2=CC=CC=C2)OC2=CC=C(C=C2)N)C=C1 4,4-bis(4-aminophenoxy)biphenyl